N-(4-methyl-3-{[(1-methyl-1H-imidazol-5-yl)carbonyl]amino}phenyl)pyrazolo[1,5-a]pyridine-3-carboxamide CC1=C(C=C(C=C1)NC(=O)C=1C=NN2C1C=CC=C2)NC(=O)C2=CN=CN2C